tert-butyl 3-[(6-hydroxy-4-oxo-quinazolin-3-yl)methyl]-1-oxa-8-azaspiro[4.5]decane-8-carboxylate OC=1C=C2C(N(C=NC2=CC1)CC1COC2(C1)CCN(CC2)C(=O)OC(C)(C)C)=O